C(C)(C)(C)OC(N[C@@H]1C(N(C2=C(OC1)C=CC(=C2)OCC2=CC=CC=C2)C)=O)=O (S)-(7-(benzyloxy)-5-methyl-4-oxo-2,3,4,5-tetrahydrobenzo[b][1,4]oxazepin-3-yl)carbamic acid tert-butyl ester